N-propyl-N-pentylurea C(CC)N(C(=O)N)CCCCC